5-bromo-2-methoxyquinazoline BrC1=C2C=NC(=NC2=CC=C1)OC